5-(cyclopropylmethyl)-5,6,7,9-tetrahydro-4H-pyrano[4,3-e][1,2,4]triazolo[4,3-a]pyrazin-4-one C1(CC1)CN1C(C=2N(C3=C1CCOC3)C=NN2)=O